N-cyclohexyl-N-((5-fluoro-2-(1H-pyrrolo[2,3-b]pyridin-3-yl)pyrimidin-4-yl)amino)glycine C1(CCCCC1)N(CC(=O)O)NC1=NC(=NC=C1F)C1=CNC2=NC=CC=C21